ClC1=CC=C(S1)CSC1=C(C(=NN1C(C(COC)(C)C)=O)C1C(C(N(CC1)S(=O)(=O)C)=O)C)F 4-(5-{[(5-Chlorothiophen-2-yl)methyl]sulfanyl}-4-fluoro-1-(3-methoxy-2,2-dimethylpropanoyl)-1H-pyrazol-3-yl)-1-methansulfonyl-3-methylpiperidin-2-on